N-(6-(4-(2-(2,6-dioxopiperidin-3-yl)-1,3-dioxoisoindolin-5-yl)piperazin-1-yl)pyridin-3-yl)-2,5-dimethylpiperazine-1-carboxamide O=C1NC(CCC1N1C(C2=CC=C(C=C2C1=O)N1CCN(CC1)C1=CC=C(C=N1)NC(=O)N1C(CNC(C1)C)C)=O)=O